N2-(bicyclo[1.1.1]pentan-1-yl)-N4-(4-((2-(dimethylamino)ethyl)(methyl)-amino)-2-methoxy-5-nitrophenyl)-1,3,5-triazine-2,4-diamine C12(CC(C1)C2)NC2=NC=NC(=N2)NC2=C(C=C(C(=C2)[N+](=O)[O-])N(C)CCN(C)C)OC